1-undecyl-2-propylpyridinium triflate [O-]S(=O)(=O)C(F)(F)F.C(CCCCCCCCCC)[N+]1=C(C=CC=C1)CCC